C1(=CC=CC=C1)NC1=NC(=NC=C1C(=O)N)NC1=CC=CC=2CCCCC12 4-(phenylamino)-2-(5,6,7,8-tetrahydronaphthalen-1-ylamino)pyrimidine-5-carboxamide